3-(5,6-dimethoxybenzo[b]thiophene-2-carbonyl)but-3-enoic acid COC1=CC2=C(SC(=C2)C(=O)C(CC(=O)O)=C)C=C1OC